FC1C(CN(C1)CCN1C[C@@H](CCC1)NC=1N=NC(=C(C1)C)C1=C(C=C(C=C1)C(F)(F)F)O)O 4-fluoro-1-{2-[(3R)-3-({6-[2-hydroxy-4-(trifluoromethyl)phenyl]-5-methylpyridazin-3-yl}amino)piperidin-1-yl]ethyl}pyrrolidin-3-ol